{3',5'-difluoro-2-methoxy-[1,1'-biphenyl]-3-yl}acetic acid FC=1C=C(C=C(C1)F)C1=C(C(=CC=C1)CC(=O)O)OC